tert-butyl 2-((1-benzyl-1,2,3,6-tetrahydropyridin-4-yl)oxy)-7-azaspiro[3.5]nonane-7-carboxylate C(C1=CC=CC=C1)N1CCC(=CC1)OC1CC2(C1)CCN(CC2)C(=O)OC(C)(C)C